3-(3-((3-(2-((3-Chloro-4-(trifluoromethyl)phenethyl)amino)propan-2-yl)phenyl)amino)-2,5-dioxo-2,5-dihydro-1H-pyrrol-1-yl)piperidine-2,6-dione ClC=1C=C(CCNC(C)(C)C=2C=C(C=CC2)NC=2C(N(C(C2)=O)C2C(NC(CC2)=O)=O)=O)C=CC1C(F)(F)F